C[SiH](C)[Zr](C1C(=CC2=C(C=CC=C12)C1=CC=CC2=CC=CC=C12)C)C1C(=CC2=C(C=CC=C12)C1=CC=CC2=CC=CC=C12)C (dimethylsilyl)bis(2-methyl-4-naphthylindenyl)zirconium